methyl (S,E)-(1-((1-((4-(2,4-difluorophenoxy)-5,7-difluoro-1H-benzo[d]imidazol-2-yl)methyl)-2-oxo-1,2-dihydropyridin-3-yl)amino)-7-(dimethylamino)-1,7-dioxohept-5-en-2-yl)carbamate FC1=C(OC2=C(C=C(C=3NC(=NC32)CN3C(C(=CC=C3)NC([C@H](CC\C=C\C(=O)N(C)C)NC(OC)=O)=O)=O)F)F)C=CC(=C1)F